ClC=1C=C(C=O)C=CC1OCCN1CCCCC1 3-chloro-4-(2-(piperidin-1-yl)ethoxy)benzaldehyde